(R)-N-(1-(tert-butyl)-6-cyano-5-methyl-1H-benzo[d]imidazol-2-yl)-3-hydroxy-3-phenylbutanamide C(C)(C)(C)N1C(=NC2=C1C=C(C(=C2)C)C#N)NC(C[C@](C)(C2=CC=CC=C2)O)=O